CN[C@H](C(=O)N[C@H]1C[C@@H](CC[C@@H]2N(C1=O)[C@@H](CC2)C(=O)N[C@@H]2CCCC1=CC=CC=C21)OC(F)(F)F)C (3S,6S,8R,10aR)-6-((S)-2-(methylamino)propanamido)-5-oxo-N-((R)-1,2,3,4-tetrahydronaphthalen-1-yl)-8-(trifluoromethoxy)decahydropyrrolo[1,2-a]azocine-3-carboxamide